2-[2-(aminomethyl)-3,3-difluoro-allyl]-4-[[5-(5-methyl-3,4-dihydro-2H-1,4-benzoxazin-6-yl)-2-thienyl]methyl]-1,2,4-triazol-3-one NCC(CN1N=CN(C1=O)CC=1SC(=CC1)C=1C=CC2=C(NCCO2)C1C)=C(F)F